C(C)(C)OC1=CC=2N(C=C1NC(C1=NC(=CC=C1)C(F)(F)F)=O)C=C(N2)C2CCNCC2 N-(7-isopropoxy-2-(piperidin-4-yl)imidazo[1,2-a]pyridin-6-yl)-6-(trifluoromethyl)picolinamide